2-(chloromethyl)-4,5-dihydro-1H-imidazole ClCC=1NCCN1